FC=1C=C(C=CC1C1=NOC(=N1)C(F)(F)F)CN(C(=O)NC)OC 1-[[3-Fluoro-4-[5-(trifluoromethyl)-1,2,4-oxadiazol-3-yl]phenyl]methyl]-1-methoxy-3-methyl-urea